C1[C@H]([C@@H]([C@@](OC1C(=O)[O-])(COP(=O)([O-])[O-])O)O)O The molecule is a carbohydrate acid derivative anion arising from deprotonation of the carboxy and phosphate OH groups of (2xi)-3-deoxy-7-O-phospho-beta-D-threo-hept-6-ulopyranosonic acid; major species at pH 7.3. It is a carbohydrate acid derivative anion, a monocarboxylic acid anion and an organophosphate oxoanion. It is a conjugate base of a (2xi)-3-deoxy-7-O-phospho-beta-D-threo-hept-6-ulopyranosonic acid.